FC(OC1=CC=C(C(=O)N2C3N(C(CC2)=O)C(C(N(C3)CC#N)=O)C)C=C1)F 2-(1-(4-(difluoromethoxy)benzoyl)-6-methyl-4,7-dioxooctahydro-8H-pyrazino[1,2-a]pyrimidin-8-yl)acetonitrile